CNC1=CC=C(C=C1)OS(=O)(=O)C(F)(F)F 4-(methylamino)phenyltrifluoromethanesulfonic acid